4-(2-acryloyl-2,6-diazaspiro[3.4]octan-6-yl)-6-(3-cyclopropyl-5-methyl-1H-indazol-4-yl)-2-morpholinopyrimidine-5-carbonitrile C(C=C)(=O)N1CC2(C1)CN(CC2)C2=NC(=NC(=C2C#N)C2=C1C(=NNC1=CC=C2C)C2CC2)N2CCOCC2